COC=1C=C(C=C(C1OC)OC)C1=C2C=CC(C=3C=CC=C(C=C1)C32)=O 4-(3,4,5-Trimethoxyphenyl)-1H-phenalen-1-one